(5R,8S)-4-bromo-1-fluoro-6,7,8,9-tetrahydro-5H-5,8-epiminocyclohepta[c]pyridine BrC=1C2=C(C(=NC1)F)C[C@@H]1CC[C@H]2N1